ClC=1N=C(C2=C(N1)N(C=C2)S(=O)(=O)C2=CC=C(C)C=C2)NC=2N=CN(C2)C2=CC(=C(C(=C2)OC)OC)OC 2-chloro-7-tosyl-N-(1-(3,4,5-trimethoxyphenyl)-1H-imidazol-4-yl)-7H-pyrrolo[2,3-d]pyrimidin-4-amine